OC1=C(C=CC(=C1)CCCCCCCCCCCCCCC)C1=NC(=NC(=N1)C1=CC=C(C=C1)OC)C1=C(C=C(C=C1)CCCCCCCCCCCCCCC)O 2-[4-(2-hydroxy-4-pentadecyl-phenyl)-6-(4-methoxyphenyl)-1,3,5-triazin-2-yl]-5-pentadecyl-phenol